3,5-dicarbethoxy-2,6-dimethyl-1,4-dihydropyridine C(=O)(OCC)C1=C(NC(=C(C1)C(=O)OCC)C)C